tris(tri-bromoneopentyl) phosphate P(=O)(OC(C(CBr)(C)C)(Br)Br)(OC(C(CBr)(C)C)(Br)Br)OC(C(CBr)(C)C)(Br)Br